3-chloro-4-methyl-5-morpholinobenzoic acid ClC=1C=C(C(=O)O)C=C(C1C)N1CCOCC1